C1(=CC=CC=C1)CC#CC(=O)O 4-Phenylbutynic acid